Cl.N[C@H](C(=O)N1[C@@H](C[C@@H](C1)O)C(=O)NCC1=CC=C(C=C1)C1=C(N=CS1)C)C(C)(C)C (2S,4S)-1-[(2S)-2-amino-3,3-dimethylbutanoyl]-4-hydroxy-N-{[4-(4-methyl-1,3-thiazol-5-yl)phenyl]methyl}pyrrolidine-2-carboxamide hydrochloride